FC1=CC=C2C=C(C(=NC2=C1F)C)OC1=C(C(=CC=C1)F)C(C)C 2-{2-[(7,8-difluoro-2-methylquinolin-3-yl)oxy]-6-fluorophenyl}propan